CC(=O)N[C@@H]1[C@H]([C@@H]([C@H](O[C@@H]1O)CO)O[C@H]2[C@@H]([C@H]([C@@H]([C@H](O2)CO)O[C@H]3[C@H]([C@H]([C@@H]([C@H](O3)CO[C@@H]4[C@H]([C@H]([C@@H]([C@H](O4)CO)O)O[C@@H]5[C@H]([C@H]([C@@H]([C@H](O5)CO)O)O)O[C@@H]6[C@H]([C@H]([C@@H]([C@H](O6)CO)O)O)O)O)O)O[C@@H]7[C@H]([C@H]([C@@H]([C@H](O7)CO)O)O)O[C@@H]8[C@H]([C@H]([C@@H]([C@H](O8)CO)O)O)O[C@@H]9[C@H]([C@H]([C@@H]([C@H](O9)CO)O)O)O)O)O)NC(=O)C)O The molecule is a high-mannose oligosaccharide and an amino nonasaccharide that is alpha-D-Manp-(1->3)-alpha-D-Manp-(1->6)-[alpha-D-Manp-(1->2)-alpha-D-Manp-(1->2)-alpha-D-Manp-(1->3)]-beta-D-Manp-(1->4)-beta-D-GlcpNAc-(1->4)-alpha-D-GlcpNAc in which position 2 of the alpha-D-mannopyranosyl group at the end of the shortest branch from the chitobiose moiety has been converted to the corresponding alpha-D-mannopyranoside. It is a high-mannose oligosaccharide and an amino nonasaccharide. It derives from an alpha-D-Manp-(1->3)-alpha-D-Manp-(1->6)-[alpha-D-Manp-(1->2)-alpha-D-Manp-(1->2)-alpha-D-Manp-(1->3)]-beta-D-Manp-(1->4)-beta-D-GlcpNAc-(1->4)-alpha-D-GlcpNAc.